C1(=CC=C2C=CC=CC=C12)[Ti](CC=C)(CC=C)CC=C azulenyltriallyltitanium